acryloyloxyethyldimethylglycidylammonium chloride [Cl-].C(C=C)(=O)OCC[N+](CC1CO1)(C)C